ClC1=CC(=CC(=N1)C1=NC(=NC(=N1)C1=NC(=CC=C1)Cl)NC1=CC(=NC=C1)C(F)(F)F)C(F)(F)F 4-(6-chloro-4-(trifluoromethyl)pyridin-2-yl)-6-(6-chloropyridin-2-yl)-N-(2-(trifluoromethyl)pyridin-4-yl)-1,3,5-triazin-2-amine